FC([C@@H](C1=CC=C(C=C1)F)N1N=CC(=C1)C1=CN=CC(=N1)C1=CC=2N(C(=C1)F)N=C(N2)N)(C)F (R)-7-(6-(1-(2,2-difluoro-1-(4-fluorophenyl)propyl)-1H-pyrazol-4-yl)pyrazin-2-yl)-5-fluoro-[1,2,4]triazolo[1,5-a]pyridin-2-amine